(cyclohexyl-1-ethyn-1-oxy)diphenylmethylsilane C1(CCCCC1)C#CO[SiH2]C(C1=CC=CC=C1)C1=CC=CC=C1